((2R,3S,4R,5S)-5-(4-aminopyrrolo[2,1-f][1,2,4]triazin-7-yl)-2-cyano-3,4-dihydroxytetrahydrofuran-2-yl)methyl (3-(hexadecyloxy)propyl) hydrogen phosphate P(=O)(OC[C@]1(O[C@H]([C@@H]([C@@H]1O)O)C1=CC=C2C(=NC=NN21)N)C#N)(OCCCOCCCCCCCCCCCCCCCC)O